N-hydroxymethyl-acrylamide 2-hydroxyethyl-acrylate OCCOC(C=C)=O.OCNC(C=C)=O